C(C)(C)(C)S(=O)N[C@@H]1C2=CC=CC=C2CC12CCN(CC2)C(=O)OC(C)(C)C Tert-butyl (1S)-1-((tert-butyl sulfinyl)amino)-1,3-dihydrospiro[indene-2,4'-piperidine]-1'-carboxylate